N1=COC(C2=C1C=CC=C2)=O 4H-benzo[d][1,3]oxazin-4-one